5-Methyl-1-(4'-methoxyphenyl)-2(1H)pyridone CC=1C=CC(N(C1)C1=CC=C(C=C1)OC)=O